tert-Butyl 5-[(4S)-7-(3,5-dimethylisoxazol-4-yl)-4-pyridin-2-yl-4,5-dihydroimidazo[1,5,4-de][1,4]benzoxazin-2-yl]-3,6-dihydropyridine-1(2H)-carboxylate CC1=NOC(=C1C1=CC=C2C=3N([C@H](COC31)C3=NC=CC=C3)C(=N2)C2=CCCN(C2)C(=O)OC(C)(C)C)C